3-(1-(4-cyanophenyl)ethoxy)-N5-ethyl-N2-methyl-1H-pyrrole-2,5-dicarboxamide C(#N)C1=CC=C(C=C1)C(C)OC1=C(NC(=C1)C(=O)NCC)C(=O)NC